methyl 3-hydroxyhept-6-enoate OC(CC(=O)OC)CCC=C